Ethyl 2-{[(2-chloro-6-cyanophenyl)carbamoyl]oxy}-3-(1H-pyrazol-1-yl)propanoate ClC1=C(C(=CC=C1)C#N)NC(=O)OC(C(=O)OCC)CN1N=CC=C1